NC1=C(C(NC2=C(C=CC=C12)C1=C(C=CC(=C1)OCC1=NC=C(C=C1)C#N)F)=O)C(=O)NCCC 4-amino-8-[5-[(5-cyano-2-pyridinyl)methoxy]-2-fluoro-phenyl]-2-oxo-N-propyl-1H-quinoline-3-carboxamide